12Z-Octadecadienal C(C=CC=CCCCCCCCCCCCCC)=O